1-{(5xi)-2-O-Acetyl-5-azido-3-O-benzyl-4-[(benzyloxy)methyl]-5,6-dideoxy-α-L-lyxo-hexofuranosyl}-5-methylpyrimidine-2,4(1H,3H)-dione C(C)(=O)O[C@H]1[C@@H](O[C@]([C@H]1OCC1=CC=CC=C1)(C(C)N=[N+]=[N-])COCC1=CC=CC=C1)N1C(NC(C(=C1)C)=O)=O